3,7-DIMETHYL-2,6-OCTADIENAL CC(=CC=O)CCC=C(C)C